BrC1=CSC2=C1N=C(NC2=O)Cl 7-bromo-2-chlorothieno[3,2-d]pyrimidin-4(3H)-one